ClC=1C=C2C(=NC(=NC2=C(C1C=1C(=CC=C2C=NN(C12)C)C)F)N1CC(C1)N(C)C)N1C[C@@H](N(C[C@@H]1C)C(C=C)=O)C 1-((2S,5S)-4-((R)-6-chloro-7-(1,6-dimethyl-1H-indazol-7-yl)-2-(3-(dimethylamino)azetidin-1-yl)-8-fluoroquinazolin-4-yl)-2,5-dimethylpiperazin-1-yl)prop-2-en-1-one